7-(5-{[(1S,2S,3R)-2-fluoro-8-azabicyclo[3.2.1]octan-3-yl](methyl)amino}pyrazin-2-yl)-3-methylimidazo[1,2-b]pyridazin-8-ol F[C@H]1[C@@H]2CCC(C[C@H]1N(C=1N=CC(=NC1)C1=C(C=3N(N=C1)C(=CN3)C)O)C)N2